(R)-N-(5-(5-isopropyl-1,2,4-oxadiazol-3-yl)-2,3-dihydro-1H-inden-1-yl)-4-methylisoxazole-5-carboxamide C(C)(C)C1=NC(=NO1)C=1C=C2CC[C@H](C2=CC1)NC(=O)C1=C(C=NO1)C